N=1N=CN(C1)C1=CC(=C2C=NNC2=C1)NCCN(CCCCN(C(OC(C)(C)C)=O)CC1=CC(=C(C=C1)OC(F)(F)F)Cl)C tert-butyl (4-((2-((6-(4H-1,2,4-triazol-4-yl)-1H-indazol-4-yl)amino)ethyl)(methyl)amino)butyl)(3-chloro-4-(trifluoromethoxy)benzyl)carbamate